CC(CC(=O)[O-])(C(=O)[O-])O The molecule is a dicarboxylic acid dianion that is obtained by removal of a proton from both of the carboxylic acid groups of citramalic acid. It has a role as a human metabolite and a plant metabolite. It derives from a butenedioate. It is a conjugate base of a citramalic acid.